ClC1=CC=C(C=C1)CN1C([C@H](CSC2=C1C=C(C(=C2)F)C2=NOC(=N2)CN(C)C)NC(OC(C)(C)C)=O)=O tert-butyl N-[(3R)-5-[(4-chlorophenyl)methyl]-7-[5-[(dimethylamino)methyl]-1,2,4-oxadiazol-3-yl]-8-fluoro-4-oxo-2,3-dihydro-1,5-benzothiazepin-3-yl]carbamate